2-(2-methoxyphenyl)ethanamine COC1=C(C=CC=C1)CCN